3-((4-(((S)-2-hydroxy-1-phenylethyl)amino)-5-(1,3,4-oxadiazol-2-yl)pyrimidin-2-yl)amino)-9-methyl-6,9-dihydro-11H-pyridazino[1,2-a]indazol-11-one OC[C@H](C1=CC=CC=C1)NC1=NC(=NC=C1C=1OC=NN1)NC1=CC=C2C(N3N(C2=C1)CC=CC3C)=O